N[C@H]1C[C@H](C[C@@H]1F)C(=O)O (1R,3S,4S)-3-AMINO-4-FLUOROCYCLOPENTANECARBOXYLIC ACID